BrC1=NC=C(C=C1F)CBr 2-bromo-5-(bromomethyl)-3-fluoropyridine